C(C)C1=NN(C=C1C(=O)NNC1=CC=C(C=C1)F)C=1SC=CN1 3-ethyl-N'-(4-fluorophenyl)-1-(thiazol-2-yl)-1H-pyrazole-4-carbohydrazide